CN=C1CCC2(OCCO2)CC1 N-methyl-1,4-dioxaspiro[4.5]decane-8-imine